ClC1=C(C(=CC=C1)Cl)N1N2C(C3=C(C1=O)C=NC(=N3)NC3=CC(=C1CCN(CC1=C3)C)C)=NC=C2 6-(2,6-dichlorophenyl)-2-((2,5-dimethyl-1,2,3,4-tetrahydroisoquinolin-7-yl)amino)imidazo[1,2-b]pyrimido[4,5-d]pyridazin-5(6H)-one